N-(4-chlorophenyl)-1-methyl-8-(1-methyl-1H-pyrazol-4-yl)-5,6-dihydro-4H-benzo[6,7]cyclohepta[1,2-d]isoxazol-6-amine ClC1=CC=C(C=C1)NC1CCC2=C(C(=NO2)C)C2=C1C=C(C=C2)C=2C=NN(C2)C